ClC1=C(C=C(NC=2C(C(C2NC2=CC(=C(C=C2)F)F)=O)=O)C=C1)S(=O)(=O)C(F)(F)F 3-[4-chloro-3-(trifluoromethylsulfonyl)anilino]-4-(3,4-difluoroanilino)cyclobut-3-ene-1,2-dione